FC1=CC=C(C=C1)C1=NN(C=C1C=1C2=C(N=CN1)OC(=C2)I)CC(C)(O)C 1-[3-(4-fluorophenyl)-4-{6-iodofuro[2,3-d]pyrimidin-4-yl}pyrazol-1-yl]-2-methylpropan-2-ol